2,1-diazepin-4-sulfonamide N1N=CC(=CC=C1)S(=O)(=O)N